tert-butyl 6-[2-(2,6-dioxo-3-piperidyl)-1,3-dioxo-isoindolin-4-yl]-2,6-diazaspiro[3.3]heptane-2-carboxylate O=C1NC(CCC1N1C(C2=CC=CC(=C2C1=O)N1CC2(CN(C2)C(=O)OC(C)(C)C)C1)=O)=O